BrC1=C(C(=CC=C1)OCC1=CC=C(C=C1)OC)CBr 1-bromo-2-(bromomethyl)-3-((4-methoxybenzyl)oxy)benzene